O=C1C(=CC=2C(=NC=CN2)N1CC=1C=NC=CC1C(F)(F)F)C1CCN(CC1)C(=O)OC(C)(C)C tert-butyl 4-(6-oxo-5-((4-(trifluoromethyl)pyridin-3-yl)methyl)-5,6-dihydropyrido[2,3-b]pyrazin-7-yl)piperidine-1-carboxylate